ClC1=NN(C2=NC(=NC=C21)Cl)CCC(OC2=NN(C(=C2[N+](=O)[O-])C)C2CCOCC2)([2H])[2H] 3,6-Dichloro-1-[3,3-dideuterio-3-(5-methyl-4-nitro-1-tetrahydropyran-4-yl-pyrazol-3-yl)oxy-propyl]pyrazolo[3,4-d]pyrimidine